(2S)-6-chloro-N-(3-{5-[(4-chloro-3-fluorophenoxy)methyl]-1,3,4-oxadiazol-2-yl}bicyclo[1.1.1]pent-1-yl)-4-oxo-3,4-dihydro-2H-1-benzopyran-2-carboxamide ClC=1C=CC2=C(C(C[C@H](O2)C(=O)NC23CC(C2)(C3)C=3OC(=NN3)COC3=CC(=C(C=C3)Cl)F)=O)C1